N[C@@H]1[C@@H](CCCC1)C1=C(C2=CC=CC3=CC=CC1=C23)C(=O)O (1S,2S)-2-aminocyclohexyl-acenaphthylene-2-carboxylic acid